(S)-2-(chloromethyl)-1-(oxetane-2-ylmethyl)-1H-benzo[d]imidazole-6-carboxylic acid ClCC1=NC2=C(N1C[C@H]1OCC1)C=C(C=C2)C(=O)O